FC(OC=1C=C(CNC(=O)C=2N=NN(C2)CCCCN2N=NC(=C2)CNC(OC(C)(C)C)=O)C=CC1)(F)F tert-butyl (1-(4-(4-(3-(trifluoromethoxy)benzylcarbamoyl)-1H-1,2,3-triazol-1-yl)butyl)-1H-1,2,3-triazol-4-yl)methylcarbamate